fructose-13C O[13CH2]C(=O)[C@@H](O)[C@H](O)[C@H](O)CO